4-(4-(3-fluoro-4-(6-(oxetan-3-yl)-2,6-diazaspiro[3.3]heptan-2-yl)phenyl)quinazolin-6-yl)pyridin-2-amine FC=1C=C(C=CC1N1CC2(C1)CN(C2)C2COC2)C2=NC=NC1=CC=C(C=C21)C2=CC(=NC=C2)N